C(C)(C)(C)OC(=O)N1[C@@H](CN(C[C@@H]1C)C1=C2N=CC=NC2=C(C(=C1)F)Br)C (2r,6s)-4-(8-bromo-7-fluoroquinoxalin-5-yl)-2,6-dimethylpiperazine-1-carboxylic acid tert-butyl ester